C(C)(C)(C)C=1C=C(C=CC1)C=1C(=CNC1)S(=O)(=O)NC1=C(C=C(C=C1)C#N)F 4-(3-tert-butylphenyl)-N-(4-cyano-2-fluorophenyl)-1H-pyrrole-3-sulfonamide